CC1=C(C=CC=C1O)C(=O)[O-].[Na+] sodium cresolate